2-(4-(3-cyclopentyl-5,6,7,8-tetrahydro-[1,2,4]triazolo[4,3-a]pyrazine-7-carbonyl)phenyl)-1H-benzo[d]imidazole-4-carboxamide C1(CCCC1)C1=NN=C2N1CCN(C2)C(=O)C2=CC=C(C=C2)C2=NC1=C(N2)C=CC=C1C(=O)N